{1-[2-(difluoromethoxy)pyridin-4-yl]azetidin-3-yl}acetic acid FC(OC1=NC=CC(=C1)N1CC(C1)CC(=O)O)F